1-(4-(6-chloro-7-phenylquinazolin-4-yl)-2-(hydroxymethyl)piperazin-1-yl)prop-2-en-1-one ClC=1C=C2C(=NC=NC2=CC1C1=CC=CC=C1)N1CC(N(CC1)C(C=C)=O)CO